2-methyl-5-[(4-methyl-1,3-thiazol-5-yl)methoxy]-N-(oxan-4-yl)-2H-indazole-3-carboxamide CN1N=C2C=CC(=CC2=C1C(=O)NC1CCOCC1)OCC1=C(N=CS1)C